Ethyl 5-((1R,2S,5R)-2-Isopropyl-5-methylcyclohexyl)carboxylato-6-methyl-3-phenylpyridine-2-carboxylate C(C)(C)[C@H]1[C@@H](C[C@@H](CC1)C)C=1C(=C(C(=NC1C)C(=O)OCC)C1=CC=CC=C1)C(=O)[O-]